N-(cyclopentylmethyl)-N-(4-(2-oxo-1,2-dihydropyridin-3-yl)phenyl)acetamide C1(CCCC1)CN(C(C)=O)C1=CC=C(C=C1)C=1C(NC=CC1)=O